(1'R,2r,3R,5'S)-8'-(5-((cyclopropylmethyl)thio)pyrazin-2-yl)-3H-8'-azaspiro[benzofuran-2,3'-bicyclo[3.2.1]octan]-3-amine C1(CC1)CSC=1N=CC(=NC1)N1[C@H]2CC3(C[C@@H]1CC2)OC2=C([C@H]3N)C=CC=C2